N-((5-(5-(difluoromethyl)-1,3,4-oxadiazol-2-yl)pyridin-2-yl)methyl)-1-(1-isopropylazetidin-3-yl)-N-(m-tolyl)piperidine-4-sulfonamide FC(C1=NN=C(O1)C=1C=CC(=NC1)CN(S(=O)(=O)C1CCN(CC1)C1CN(C1)C(C)C)C=1C=C(C=CC1)C)F